3-((7-chloro-6-(3-chloro-2-fluoro-6-methoxyphenyl)-4-(2-isopropyl-6-methylphenyl)-2,3-dioxo-3,4-dihydroquinoxalin-1(2H)-yl)methyl)azetidine-1-carboxylic acid tert-butyl ester C(C)(C)(C)OC(=O)N1CC(C1)CN1C(C(N(C2=CC(=C(C=C12)Cl)C1=C(C(=CC=C1OC)Cl)F)C1=C(C=CC=C1C)C(C)C)=O)=O